ClC1=C(CN2CC3C(C2)CN(C3)C(=O)N3N=C(C(=C3)C(F)(F)F)C(=O)O)C=C(C=C1)Cl 1-(5-(2,5-dichlorobenzyl)octahydropyrrolo[3,4-c]pyrrole-2-carbonyl)-4-(trifluoromethyl)-1H-pyrazole-3-carboxylic acid